C(CCC)C1C(=NN(C1(C(=O)OC)C)C1=CC(=CC=C1)F)C1=CC=C(C=C1)F methyl 4-butyl-1-(3-fluorophenyl)-3-(4-fluorophenyl)-5-methyl-4,5-dihydro-1H-pyrazole-5-carboxylate